C(C)OC1=C(C(=C(C(=C1Br)Br)Br)Br)Br Pentabromophenyl ethyl ether